FC1=C(C=CC(=C1)F)[C@H](C)N1C(CCC1=O)=O (S)-1-(1-(2,4-difluorophenyl)ethyl)pyrrolidine-2,5-dione